FC1=C(C=CC(=C1)F)CC(=O)NC1=CC=C(OC2=CC(=NC=N2)N2[C@H](CNCC2)CC)C=C1 (S)-4-(6-(4-(2-(2,4-difluorophenyl)acetamido)phenoxy)pyrimidin-4-yl)-3-ethylpiperazin